2-(1-(4-Amino-3-(3-chloro-5-hydroxyphenyl)-1H-pyrazolo[3,4-d]pyrimidin-1-yl)ethyl)-3-(3-Fluorophenyl)-4H-chromen-4-one NC1=C2C(=NC=N1)N(N=C2C2=CC(=CC(=C2)O)Cl)C(C)C=2OC1=CC=CC=C1C(C2C2=CC(=CC=C2)F)=O